cyclopentadienyl-ethyl-methyl-amide niobium (V) [Nb+5].C1(C=CC=C1)C[N-]CC.C1(C=CC=C1)C[N-]CC.C1(C=CC=C1)C[N-]CC.C1(C=CC=C1)C[N-]CC.C1(C=CC=C1)C[N-]CC